methyl (E)-2-(2-acetoxy-1-hydroxycyclooct-3-en-1-yl)acetate C(C)(=O)OC\1C(CCCC/C=C1)(O)CC(=O)OC